5-(5-fluoro-3-pyridinyl)-3-isopropyl-pyrazolo[1,5-a]Pyrimidine-7-carboxylic acid FC=1C=C(C=NC1)C1=NC=2N(C(=C1)C(=O)O)N=CC2C(C)C